Racemic-(5aR,6aS)-3-bromo-6,6-difluoro-2-(5-fluoropyridin-2-yl)-5,5a,6,6a-tetrahydro-4H-cyclopropa[e]pyrazolo[1,5-a]pyridine BrC=1C(=NN2C1CC[C@@H]1[C@H]2C1(F)F)C1=NC=C(C=C1)F |r|